N-(4-(2-(2,6-Dioxopiperidin-3-yl)-1-oxoisoindolin-4-yl)but-3-yn-1-yl)-5-(8-(5-ethyl-1-methyl-2-oxo-1,2,3,4-tetrahydroquinolin-7-yl)isoquinolin-3-yl)picolinamide O=C1NC(CCC1N1C(C2=CC=CC(=C2C1)C#CCCNC(C1=NC=C(C=C1)C=1N=CC2=C(C=CC=C2C1)C1=CC(=C2CCC(N(C2=C1)C)=O)CC)=O)=O)=O